Cl.N1N=CC2=CC(=CC=C12)SC=1C(N(C(=NC1)N1CCC2(CCC[C@H]2N)CC1)C)=O (R)-5-((1H-indazole-5-yl)thio)-2-(1-amino-8-azaspiro[4.5]decan-8-yl)-3-methylpyrimidin-4(3H)-one hydrochloride